C1(CC1)C([C@@H](C(NC=1C=NN(C1)C(CC(F)F)C1=NN=NN1C1CC1)=O)NC(=O)C=1N(N=CC1)C(C)C)C1CC1 N-[(1S)-2,2-dicyclopropyl-1-[[1-[1-(1-cyclopropyltetrazol-5-yl)-3,3-difluoropropyl]-pyrazol-4-yl]carbamoyl]ethyl]-2-isopropyl-pyrazole-3-carboxamide